C(C)(=O)OCC(CC1=C(NC2=CC=C(C=C12)C=1C=C(C=CC1)C[C@@H](C(=O)OC)NC(=O)OC(C)(C)C)I)(C)C Methyl (S)-3-(3-(3-(3-Acetoxy-2,2-Dimethylpropyl)-2-Iodo-1H-Indol-5-Yl)Phenyl)-2-((Tert-Butoxycarbonyl)Amino)Propanoate